1-(2-[[2-(2,6-dioxopiperidin-3-yl)-1,3-dioxoisoindol-5-yl]oxy]ethyl)piperidine O=C1NC(CCC1N1C(C2=CC=C(C=C2C1=O)OCCN1CCCCC1)=O)=O